2-[[5-neopentyl-1-(3-ethoxyphenyl)pyrazol-3-yl]amino]-5-(thiophen-2-yl)nicotinate C(C(C)(C)C)C1=CC(=NN1C1=CC(=CC=C1)OCC)NC1=C(C(=O)[O-])C=C(C=N1)C=1SC=CC1